C1(=CC=CC=C1)C1=NC2=C(C=CC=C2C=C1)C(=O)N 2-Phenylquinoline-8-carboxamide